1-(2-(Allyloxy)ethyl)-N-(4-chlorobenzyl)-6-((1-((1-methylcyclopropyl)sulfonyl)cyclopropyl)methyl)-7-oxo-4,5,6,7-tetrahydro-1H-pyrazolo[3,4-c]pyridine-3-carboxamide C(C=C)OCCN1N=C(C2=C1C(N(CC2)CC2(CC2)S(=O)(=O)C2(CC2)C)=O)C(=O)NCC2=CC=C(C=C2)Cl